C1(CCC1)OCC(=O)NC12CC(C1)(C2)C(=O)NN 2-(cyclobutoxy)-N-[1-(hydrazinocarbonyl)-3-bicyclo[1.1.1]pentanyl]acetamide